tert-Butyl 4-((2R,3R)-1-(6-(4,6-dimethyl-1-oxa-8-azaspiro[4.5]dec-3-en-8-yl)-2-(trifluoromethyl)pyrimidin-4-yl)-2-methylazetidin-3-yl)piperazine-1-carboxylate CC1=CCOC12C(CN(CC2)C2=CC(=NC(=N2)C(F)(F)F)N2[C@@H]([C@@H](C2)N2CCN(CC2)C(=O)OC(C)(C)C)C)C